C(C)(C)(C)OC(=O)N(C1=NC2=C(N1C(=O)OC(C)(C)C)C=C(C=C2)NC(=O)C2=CC=1C=3C(COC1C=C2N2[C@H](CCC2)C(=O)OC)=CSC3)C(=O)OC(C)(C)C tertbutyl (R)-2-(bis(tert-butoxycarbonyl)amino)-6-(7-(2-(methoxycarbonyl)pyrrolidin-1-yl)-4H-thieno[3,4-c]chromene-8-carboxamido)-1H-benzo[d]imidazole-1-carboxylate